(5-(4,4-difluoropiperidin-1-yl)-9-methoxy-8-(2-(pyrrolidin-1-yl)ethoxy)-2,3-dihydroimidazo[1,2-c]quinazolin-2-yl)methyl acetate C(C)(=O)OCC1N=C2N(C(=NC=3C=C(C(=CC23)OC)OCCN2CCCC2)N2CCC(CC2)(F)F)C1